Fmoc (9-fluorenylmethyl carbamate) C1=CC=CC=2C3=CC=CC=C3C(C12)CNC(OC(=O)OCC1C2=CC=CC=C2C2=CC=CC=C12)=O